COC1=CC(=C(C(=C1)C)[Mg]Br)C (4-methoxy-2,6-dimethylphenyl)magnesium bromide